N1C(=NC2=C1C=CC=C2)CCNCC(C)C=2SC=1N=CN=C(C1N2)NCC2=NC=CC=C2F 2-(1-{[2-(1H-1,3-benzodiazol-2-yl)ethyl]amino}propan-2-yl)-N-[(3-fluoropyridin-2-yl)methyl]-[1,3]thiazolo[5,4-d]pyrimidin-7-amine